C(#N)CC1(C(CN(CC1)CC1=CC(=C(C=C1)N1N=CC=N1)O)F)N1N=C(C(=C1)C(=O)N)NC(=O)C1CC1 1-[4-(cyanomethyl)-3-fluoro-1-[[3-hydroxy-4-(triazol-2-yl)phenyl]methyl]-4-piperidyl]-3-(cyclopropanecarbonylamino)pyrazole-4-carboxamide